4-carboxy-tetrahydropyran C(=O)(O)C1CCOCC1